C1(CC1)N1N=CC2=C(C(=CC=C12)N1C(N(C=C1)C=1N(N=C2C1[C@@H](NCC2)C)C2=CC(=C(C#N)C(=C2)C)C)=O)F (S)-4-(3-(3-(1-cyclopropyl-4-fluoro-1H-indazol-5-yl)-2-oxo-2,3-dihydro-1H-imidazol-1-yl)-4-methyl-4,5,6,7-tetrahydro-2H-pyrazolo[4,3-c]pyridin-2-yl)-2,6-dimethylbenzonitrile